(2R,4S)-2-(3,5-difluorophenyl)-4-fluoropyrrolidine hydrochloride Cl.FC=1C=C(C=C(C1)F)[C@@H]1NC[C@H](C1)F